[Br-].[Br-].CCC(CC)=O pentan-3-one dibromide